5-{1-fluoro-3-hydroxy-7-[2-(trifluoromethoxy)ethoxy]naphthalen-2-yl}-1λ6,2,5-thiadiazolidine-1,1,3-trione FC1=C(C(=CC2=CC=C(C=C12)OCCOC(F)(F)F)O)N1CC(NS1(=O)=O)=O